O=C1NC(=NS1)C=1C=C(C(=O)O)C=CC1 3-(5-oxo-4,5-dihydro-1,2,4-thiadiazol-3-yl)benzoic acid